(E)-4-ethoxy-4-oxobut-2-enoic acid C(C)OC(/C=C/C(=O)O)=O